4-Amino-3-(4-phenoxyphenyl)-1H-pyrazolo[3,4-d]pyrimidin NC1=C2C(=NC=N1)NN=C2C2=CC=C(C=C2)OC2=CC=CC=C2